FC1(CCC(CC1)N1C(C(N(C=2C=NC(=NC12)NC1=CC2=C(OCO2)C=C1C)C)=O)=O)F 8-(4,4-difluorocyclohexyl)-5-methyl-2-((6-methylbenzo[d][1,3]dioxol-5-yl)amino)-5,8-dihydropteridine-6,7-dione